(3R)-4-(6-isopropyl-7-(methylsulfonyl)-2-(1H-pyrazol-3-yl)-6,7,8,9-tetrahydro-2H-1,2,3,7-tetraazabenzo[cd]azulene-4-yl)-3-methylmorpholine C(C)(C)C1C=2C3=C(N(N=C3CCN1S(=O)(=O)C)C1=NNC=C1)N=C(C2)N2[C@@H](COCC2)C